N1=C2C(=CC=C1)C(OC=C2)=O 5H-pyrano[4,3-b]Pyridin-5-one